tert-butyl 4-((4-(3-(2,6-dioxopiperidin-3-yl)-1-methyl-1H-indazol-6-yl)piperazin-1-yl)methyl)-4-fluoropiperidine-1-carboxylate O=C1NC(CCC1C1=NN(C2=CC(=CC=C12)N1CCN(CC1)CC1(CCN(CC1)C(=O)OC(C)(C)C)F)C)=O